5-(3-hydroxy-prop-1-yn-1-yl)pyrimidine-2-carboxylic acid tert-butyl ester C(C)(C)(C)OC(=O)C1=NC=C(C=N1)C#CCO